ClNCCS(=O)(=O)O N-chlorotaurine